vinyl-camphor C(=C)C1C(C2(CCC1C2(C)C)C)=O